FC1=C(C(=O)O)C=C(C(=C1)C)C=1C=C(C=2N(N1)C=C(N2)C)N2CCOCC2 2-fluoro-4-methyl-5-[2-methyl-8-(morpholin-4-yl)imidazo[1,2-b]pyridazin-6-yl]benzoic acid